tert-butyl-(2S,4S)-4-[(7-[((S)-1-methoxypropan-2-yl)carbamoyl]-5-{[2-(trimethylsilyl)ethoxy]methyl}-5H-pyrrolo[2,3-b]pyrazin-2-yl)amino]-2-methylpiperidine-1-carboxylate C(C)(C)(C)OC(=O)N1[C@H](C[C@H](CC1)NC=1N=C2C(=NC1)N(C=C2C(N[C@H](COC)C)=O)COCC[Si](C)(C)C)C